tert-butyl 4-[(2-aminoethyl)(2-methoxyethyl)amino]-1-piperidinecarboxylate NCCN(C1CCN(CC1)C(=O)OC(C)(C)C)CCOC